C(C)(C)(C)OC(=O)N[C@H](C(=O)N1[C@@H]([C@H]2[C@H]3C=C[C@@H]([C@]2(C1)F)C3)C(=O)OC)C(C)(C)C methyl (1S,3aS,4S,7R,7aR)-2-((S)-2-((tert-butoxycarbonyl)amino)-3,3-dimethylbutanoyl)-3a-fluoro-2,3,3a,4,7,7a-hexahydro-1H-4,7-methanoisoindole-1-carboxylate